C(CCC)N=C=NCCCC Dibutyl-carbodiimide